(R)-N-(2-amino-1-(4-methyl-1-oxo-1,3-dihydroisobenzofuran-5-yl)ethyl)acetamide NC[C@@H](C=1C(=C2COC(C2=CC1)=O)C)NC(C)=O